C(\C=C/C(=O)OCC)(=O)OOCCO (2-hydroxyethoxy) ethyl maleate